N-BOCserinol C(=O)(OC(C)(C)C)NC(CO)CO